5,7-dithia-1,11-undecanediol C(CCCSCSCCCCO)O